2-methyl-1,7-diaminoheptane CC(CN)CCCCCN